NC1=NC(=NC(=N1)NC1=C(C=CC=C1)OC)C(=O)O 4-amino-6-((2-methoxyphenyl)amino)-1,3,5-triazine-2-carboxylic acid